C(C)OC(C)OCC 1,1-diethoxyethan